ClC1=C(C=CC=C1)N1N=C(C=C1C1=CC(=CC=C1)OC)COC(C(=O)O)(C)C 2-([1-(2-chlorophenyl)-5-(3-methoxyphenyl)-1H-pyrazol-3-yl]methoxy)-2-methylpropanoic acid